tert-butyl N-[(9R,13S)-3-(difluoromethyl)-9-methyl-8-oxo-3,4,7,15-tetraazatricyclo[12.3.1.02,6]octadeca-1(18),2(6),4,14,16-pentaen-13-yl]carbamate FC(N1C=2C=3C=CN=C([C@H](CCC[C@H](C(NC2C=N1)=O)C)NC(OC(C)(C)C)=O)C3)F